OC=1C(=CC=C2CC(OC(C12)=O)C)C(=O)NC(C(=O)O)CC1=CC=CC=C1 2-[(8-hydroxy-3-methyl-1-oxo-3,4-dihydroisochromene-7-carbonyl)amino]-3-phenylpropanoic acid